F[P-](F)(F)(F)(F)F.C(C)N1CN(C=C1)C 1-ethyl-3-methylimidazole hexafluorophosphate